FC=1C=C(C=CC1F)NC(=O)C=1N(C=C(C1F)S(N[C@@H]1COC[C@H]1O)(=O)=O)C Trans-N-(3,4-difluorophenyl)-3-fluoro-4-(N-(4-hydroxytetrahydrofuran-3-yl)sulfamoyl)-1-methyl-1H-pyrrole-2-carboxamide